COCC1(CCCC2=CC=CC=C12)COC 1,1-bis(methoxymethyl)-1,2,3,4-tetrahydronaphthalene